C(C1=CC=CC=C1)OC1=C(C(=C2C=CC(=CC2=C1)NC(CC1=CC=C(C=C1)CC1=CC2=C(N(C(N2C)=O)C2C(NC(CC2)=O)=O)C=C1)=O)F)N1S(NC(C1)=O)(=O)=O N-[7-benzyloxy-5-fluoro-6-(1,1,4-trioxo-1,2,5-thiadiazolidin-2-yl)-2-naphthyl]-2-[4-[[1-(2,6-dioxo-3-piperidyl)-3-methyl-2-oxo-benzimidazol-5-yl]methyl]phenyl]acetamide